FC1(C(C2=C(C=CC(=C2C1)OCC1(CC(C1)(F)F)C#N)SC(F)(F)F)O)F (((2,2-difluoro-1-hydroxy-7-(trifluoromethylsulfanyl)-2,3-dihydro-1H-inden-4-yl)oxy)methyl)-3,3-difluorocyclobutane-1-carbonitrile